CC1=CC=CC=2C3=C(C(NC12)=O)OC=C3 6-methylfuro[2,3-c]quinolin-4(5H)-one